3-bromo-2-methoxy-aniline BrC=1C(=C(N)C=CC1)OC